N4-(1,3-benzoxazol-2-yl)-N2-[(3S)-piperidin-3-yl]-5-(trifluoromethyl)pyrimidine-2,4-diamine trifluoroacetic acid salt FC(C(=O)O)(F)F.O1C(=NC2=C1C=CC=C2)NC2=NC(=NC=C2C(F)(F)F)N[C@@H]2CNCCC2